androst-4-ene-3,6,17-trione C[C@@]12C(CC[C@H]1[C@@H]1CC(C3=CC(CC[C@]3(C)[C@H]1CC2)=O)=O)=O